4-(1H-Imidazol-2-yl)pyridin-3-ol N1C(=NC=C1)C1=C(C=NC=C1)O